COCCOCCOCCOC(=O)N[C@@H](CC(C)C)C(=O)O N-((8-Methoxy-3,6-dioxaoctyloxy)carbonyl)-L-leucine